6-(1-acryloylazetidin-3-yl)-2-(5-hydroxy-2-methylphenyl)-3,4-dihydroisoquinolin-1(2H)-one C(C=C)(=O)N1CC(C1)C=1C=C2CCN(C(C2=CC1)=O)C1=C(C=CC(=C1)O)C